(diphenyltriazinyl)(biphenylyl)[(diphenyltriazinyl)phenyl]dibenzofuran C1(=CC=CC=C1)C1=C(C(=NN=N1)C=1C(=C(C2=C(OC3=C2C=CC=C3)C1)C1=C(C=CC=C1)C1=NN=NC(=C1C1=CC=CC=C1)C1=CC=CC=C1)C1=C(C=CC=C1)C1=CC=CC=C1)C1=CC=CC=C1